(E)-N'-(9-((3aR,4R,6R,6aR)-6-(hydroxymethyl)-2,2-dimethyltetrahydrofuro[3,4-d][1,3]dioxol-4-yl)-9H-purin-6-yl)-N,N-dimethylformimidamide OC[C@H]1O[C@H]([C@H]2[C@@H]1OC(O2)(C)C)N2C1=NC=NC(=C1N=C2)/N=C/N(C)C